CN(C(C)=O)C=1C(=NC=C(C1)C(F)(F)F)NC1=NC(=NS1)C=1C=C2C(=CN1)N(C(C2)(C)C)C N-Methyl-N-(5-(trifluoromethyl)-2-((3-(1,2,2-trimethyl-2,3-dihydro-1H-pyrrolo[2,3-c]pyridin-5-yl)-1,2,4-thiadiazol-5-yl)amino)pyridin-3-yl)acetamide